CC=1C=CNC1 4-methyl-1H-pyrrole